(3R)-1-(5-((3-fluoro-phenyl)ethynyl)-2,3-dihydro-1H-inden-1-yl)pyrrolidine-3-carboxylic acid FC=1C=C(C=CC1)C#CC=1C=C2CCC(C2=CC1)N1C[C@@H](CC1)C(=O)O